(2S,3R)-3-((2-aminopyridin-4-yl)methyl)-N2-(1-methyl-1H-imidazol-2-yl)-N1-((R)-1-(2-fluoro-5-methylphenyl)propyl)-N2-methyl-4-oxoazetidine-1,2-dicarboxamide NC1=NC=CC(=C1)C[C@@H]1[C@H](N(C1=O)C(=O)N[C@H](CC)C1=C(C=CC(=C1)C)F)C(=O)N(C)C=1N(C=CN1)C